6-(3-(2,2-difluoroethyl)azetidin-1-yl)quinoline-4-carboxylic acid methyl ester COC(=O)C1=CC=NC2=CC=C(C=C12)N1CC(C1)CC(F)F